ClC1=C(CO[C@H]2[C@](C(O[C@@H]2COCC2=C(C=C(C=C2)Cl)Cl)OC)(O)C#CC)C=CC(=C1)Cl (3R,4R,5R)-4-((2,4-dichlorobenzyl)oxy)-5-(((2,4-dichlorobenzyl)oxy)methyl)-2-methoxy-3-(prop-1-yn-1-yl)tetrahydrofuran-3-ol